CC1=C(N=C2N1C=CC=C2)COC2=CC=C(C=C2)C2=NN(C=C2C2=CC=NC=C2)C 3-Methyl-2-[4-(1-methyl-4-pyridin-4-yl-1H-pyrazol-3-yl)-phenoxymethyl]-imidazo[1,2-a]pyridine